ClC1=NC=C(C(=N1)C1=C(C(=O)O)C=CC=C1)Cl (2,5-dichloropyrimidin-4-yl)benzoic acid